N-[(1R)-2-(4-amino-1-piperidyl)-1-methyl-2-oxo-ethyl]-4-[[3-[1-(cyanomethyl)-3-(trifluoromethyl)pyrazol-4-yl]imidazo[1,2-a]pyrazin-8-yl]amino]-2-ethyl-benzamide formate C(=O)O.NC1CCN(CC1)C([C@@H](C)NC(C1=C(C=C(C=C1)NC=1C=2N(C=CN1)C(=CN2)C=2C(=NN(C2)CC#N)C(F)(F)F)CC)=O)=O